5-bromo-1-(sec-butyl)pyridin-2(1H)-one BrC=1C=CC(N(C1)C(C)CC)=O